Cl.Cl.C(C)(C)(C)C=1C=CC=CC1 5-(tert-butyl)benzene dihydrochloride